N-(6-(4-chlorophenyl)thiazolo[4,5-b]pyrazin-2-yl)-2',5-dicyano-[1,1'-biphenyl]-2-carboxamide ClC1=CC=C(C=C1)C=1N=C2C(=NC1)N=C(S2)NC(=O)C=2C(=CC(=CC2)C#N)C2=C(C=CC=C2)C#N